C1N(CCC2=CC=CC=C12)C[C@H](CN1CCOC2=C(C1=O)C=CC(=C2)CN2CCCCC2)O 4-[(2R)-3-(3,4-dihydro-1H-isoquinolin-2-yl)-2-hydroxy-propyl]-8-(1-piperidylmethyl)-2,3-dihydro-1,4-benzoxazepin-5-one